ClC1=NC=C(C2=C1CN(C2=O)C(=O)OC(C)(C)C)NC2=NC=C(C=C2)N2CC(OCC2)C(C)(C)O tert-butyl 4-chloro-7-((5-(2-(2-hydroxypropan-2-yl)morpholino)pyridin-2-yl)amino)-1-oxo-1,3-dihydro-2H-pyrrolo[3,4-c]pyridine-2-carboxylate